C1(=CC=CC=C1)N(C1=CC=C(C=C1)C1=CC=C(N(C2=CC=C(C=C2)N(C2=CC=CC=C2)C2=CC=CC=C2)C2=CC=CC=C2)C=C1)C1=CC=C(C=C1)N(C1=CC=CC=C1)C1=CC=CC=C1 N,N'-diphenyl-N,N'-bis[4-(N,N-diphenylamino)phenyl]benzidine